COCCOC=1C=C(C(=CC1)N)N 4-(2-methoxyethoxy)benzene-1,2-diamine